Cl.O[C@H](CN1C(C2=CC=C(C=C2C(C1)(C)C)C(=O)N1CC2(CC(C2)=O)CC1)=O)[C@H]1NCC2=CC=CC=C2C1 2-((R)-2-hydroxy-2-((S)-1,2,3,4-tetrahydroisoquinolin-3-yl)ethyl)-4,4-dimethyl-6-(2-oxo-6-azaspiro[3.4]octane-6-carbonyl)-3,4-dihydroisoquinolin-1(2H)-one hydrochloride